(9H-fluoren-9-yl)methyl (2-(3-(bis(2-aminoethyl)amino)-3-oxopropoxy)ethyl)carbamate NCCN(C(CCOCCNC(OCC1C2=CC=CC=C2C=2C=CC=CC12)=O)=O)CCN